C(C)(C)C1C(C1)C(O)CNC 2-isopropyl-α-[(methylamino)methyl]cyclopropanemethanol